FC(C1=C(C(C=NC2C(CCCC2)N=CC=2C(O)=C(C=CC2)C(F)(F)F)=CC=C1)O)(F)F (+)-N,N'-bis(3-trifluoromethylsalicylidene)-1,2-cyclohexanediamine